diethyl-aluminum phosphonate P([O-])([O-])=O.C(C)[Al+]CC.C(C)[Al+]CC